C(=O)C=1N=C(N(C1)COCC[Si](C)(C)C)C(=O)OCC Ethyl 4-formyl-1-((2-(trimethylsilyl)ethoxy)methyl)-1H-imidazole-2-carboxylate